Methyl (E)-4-[3-[3-[2-[[(1R)-1-(1-naphthyl)ethyl]carbamoyl]phenyl]propanoylamino] azetidin-1-yl]-4-oxo-but-2-enoate C1(=CC=CC2=CC=CC=C12)[C@@H](C)NC(=O)C1=C(C=CC=C1)CCC(=O)NC1CN(C1)C(/C=C/C(=O)OC)=O